C(CO)(=O)O.C=C monoethylene glycolat